2,5-Dihydro-10-methoxy-5-oxo-2,2,4-trimethyl-1H-[1]benzopyrano[3,4-f]quinoline COC1=CC=CC2=C1C=1C(=C3C(=CC(NC3=CC1)(C)C)C)C(O2)=O